C(#C)[C@@H]1N(CCCC1)C(=O)OC(C)(C)C tert-butyl (2R)-2-ethynylpiperidine-1-carboxylate